C(C)OC(=O)C1=CC2=C(N(C(N2CC(F)F)=O)C)C=C1Br 6-bromo-3-(2,2-difluoroethyl)-1-methyl-2-oxo-2,3-dihydro-1H-benzo[d]imidazole-5-carboxylic acid ethyl ester